tert-butyl N-(2-fluoro-3-{[2-oxo-7-(pyrimidin-2-yloxy)-3,4-dihydro-2H-1,3-benzoxazin-3-yl]methyl}phenyl)carbamate FC1=C(C=CC=C1CN1C(OC2=C(C1)C=CC(=C2)OC2=NC=CC=N2)=O)NC(OC(C)(C)C)=O